FC(=C(C(C(F)F)(F)F)F)F 1,1,2,3,3,4,4-heptafluoro-1-butene